[6-[3-(1-hydroxycyclopropyl)-1H-1,2,4-triazol-5-yl]-2-azaspiro[3.3]heptan-2-yl]-[6-[(5-triflyl-3-pyridyl)methyl]-2-azaspiro[3.3]heptan-2-yl]methanone OC1(CC1)C1=NNC(=N1)C1CC2(CN(C2)C(=O)N2CC3(C2)CC(C3)CC=3C=NC=C(C3)S(=O)(=O)C(F)(F)F)C1